C(C)=C1CCC2=CC(=CC(=C12)B1OC(C(O1)(C)C)(C)C)OCOC (S)-2-(3-ethylidene-6-(methoxymethoxy)-2,3-dihydro-1H-inden-4-yl)-4,4,5,5-tetramethyl-1,3,2-dioxaborolane